C(CCCCCCCC)(=O)OCCCCCCCCCCCCCCCCCC octadecyl n-nonanoate